1-(3,3-difluorocyclobutyl)-N-((R)-1-(3-(difluoromethyl)-2-fluorophenyl)ethyl)-4-(((1R,5S,6s)-3-methyl-3-azabicyclo[3.1.0]hexan-6-yl)amino)-6-oxo-1,6-dihydropyridine-3-carboxamide FC1(CC(C1)N1C=C(C(=CC1=O)NC1[C@@H]2CN(C[C@H]12)C)C(=O)N[C@H](C)C1=C(C(=CC=C1)C(F)F)F)F